[(3-methyl-2-oxo-1,3-oxazolidin-4-yl)methyl]triphenylphosphanium iodide [I-].CN1C(OCC1C[P+](C1=CC=CC=C1)(C1=CC=CC=C1)C1=CC=CC=C1)=O